C(C)NC1=CC(=CC(=N1)N1C(C2=CC=CC(=C2C1)C(F)(F)F)=O)C1=C(C=C(C=C1)OC)C1=NN=CN1C 2-[6-(Ethylamino)-4-[4-methoxy-2-(4-methyl-1,2,4-triazol-3-yl)phenyl]pyridin-2-yl]-4-(trifluoromethyl)-3H-isoindol-1-one